6-(2-methylphenyl)indolo[1,2-a]quinoxaline CC1=C(C=CC=C1)C=1C=2N(C=3C=CC=CC3N1)C1=CC=CC=C1C2